C(C)N(CCCNC(=O)C1=CC2=C(N3C(S2)=NC(=C3)C=3C=C(CNC(OCCCC)=O)C=CC3)C=C1)CC butyl (3-(7-((3-(diethylamino)propyl)carbamoyl)benzo[d]imidazo[2,1-b]thiazol-2-yl)benzyl)carbamate